[Ni].[Zr].[Pb] lead zirconium nickel